N-cyclopentyl-2-(2-fluorophenyl)-6-methyl-7-Tosyl-7H-pyrrolo[2,3-d]pyrimidin-4-amine C1(CCCC1)NC=1C2=C(N=C(N1)C1=C(C=CC=C1)F)N(C(=C2)C)S(=O)(=O)C2=CC=C(C)C=C2